CC1=CC=CC=2N1N=CC2C2=NC=CC1=CC=CC=C21 (7-methylpyrazolo[1,5-a]pyridin-3-yl)isoquinoline